C(C)(C)(C)OC(=O)N1CC(C1)(C)C(C1=CC=C(C=C1)OC(F)(F)F)(C1=CC(=CC=C1)C(NO)=N)O 3-[Hydroxy-[3-(N-hydroxycarbamimidoyl)-phenyl]-(4-trifluoromethoxy-phenyl)-methyl]-3-methyl-azetidine-1-carboxylic acid tert-butyl ester